ClC1=C(CN2C=CC=3C(=CC=CC23)C#N)C=CC=C1C(F)(F)F 1-(2-chloro-3-(trifluoromethyl)benzyl)-1H-indole-4-carbonitrile